C(C)(C)C=1SC2=C(N1)C(CC1(CCNCC1)C2)=O 2-isopropyl-5H-spiro[benzo[d]thiazole-6,4'-piperidin]-4(7H)-one